FC(C(=O)O)(F)F.NCC(CN1N=CN(C1=O)CC=1SC2=C(C1)C=C(C=C2)N2C(CCC1=CC=CC(=C21)C)=O)=C(F)F [2-[[1-[2-(aminomethyl)-3,3-difluoro-allyl]-5-oxo-1,2,4-triazol-4-yl]methyl]benzothien-5-yl]-8-methyl-3,4-dihydro-1H-quinolin-2-one trifluoroacetate